ClC=1C=C(C=C(C1OC[C@@H](CCl)O)Cl)S(=O)(=O)C1=CC=C(OC[C@@H](CNS(=O)(=O)C)O)C=C1 N-((R)-3-(4-((3,5-dichloro-4-((S)-3-chloro-2-hydroxypropoxy)phenyl)sulfonyl)phenoxy)-2-hydroxypropyl)methanesulfonamide